L-histidine methylester COC([C@@H](N)CC1=CNC=N1)=O